1-(fluorosulfonyl)-3-methylimidazole FS(=O)(=O)N1CN(C=C1)C